C(C)[C@H]1N(CCC(C1)(C(=O)O)CC1=NC(=CC=C1F)NC1=NNC(=C1)C)CC1=C(C=CC=C1)F (2R)-2-ethyl-4-((3-fluoro-6-((5-methyl-1H-pyrazol-3-yl)amino)-pyridin-2-yl)methyl)-1-(2-fluoro-benzyl)piperidine-4-carboxylic acid